(R)-1-(4-bromo-2-nitrophenyl)-4-(tert-butyloxycarbonyl)piperazine-2-carboxylic acid BrC1=CC(=C(C=C1)N1[C@H](CN(CC1)C(=O)OC(C)(C)C)C(=O)O)[N+](=O)[O-]